C(C(=C)C)(=O)OCC1(COC1)CC (3-ethyloxetane-3-yl)methyl methacrylate